C(C)(=O)OC(CN)=O glycyl Acetate